C(C)(C)(C)OC(=O)N1C[C@H](CC1)CN (R)-N-tert-butoxycarbonyl-3-(aminomethyl)pyrrolidine